tert-butyl (S)-(6-bromo-5-(2-((tert-butoxycarbonyl)amino)-3-morpholino-3-oxopropyl)thieno[3,2-c]isothiazol-3-yl)(thiophen-2-ylmethyl)carbamate BrC1=C(SC=2C1=NSC2N(C(OC(C)(C)C)=O)CC=2SC=CC2)C[C@@H](C(=O)N2CCOCC2)NC(=O)OC(C)(C)C